FC(C=1C=C(C=C(C1)C(F)(F)F)C(C(C)N(C1CC1)CC1=C(C=CC(=C1)C(F)(F)F)C1=CC(=C(C=C1OC)C)OCCCC(=O)O)O)(F)F 4-((2'-(((1-(3,5-bis(trifluoromethyl)phenyl)-1-hydroxypropan-2-yl)(cyclopropyl)amino)methyl)-6-Methoxy-4-methyl-4'-(trifluoromethyl)-[1,1'-biphenyl]-3-yl)oxy)butanoic acid